FC(C1=CC=C(S1)C=1C=C2C(=NC1)C=NN2)(F)F 6-[5-(Trifluoromethyl)-2-thienyl]pyrazolo[4,3-b]pyridin